7-bromo-3-(2-chloro-6-fluorophenyl)-2-methylpyrazolo[1,5-a]pyridine-6-carboxylic acid methyl ester COC(=O)C=1C=CC=2N(C1Br)N=C(C2C2=C(C=CC=C2F)Cl)C